3,5-di-butyl-4-hydroxybenzyl phosphonate P(OCC1=CC(=C(C(=C1)CCCC)O)CCCC)([O-])=O